BrC=1C=NN(C1)C(CO)C 2-(4-bromo-1H-pyrazol-1-yl)propan-1-ol